N-{2-chloro-6-[1-(oxetan-3-yl)piperidin-4-yl]phenyl}-4-(5-cyclopropyl-1,2,4-oxadiazol-3-yl)-4-methylpiperidine-1-carboxamide ClC1=C(C(=CC=C1)C1CCN(CC1)C1COC1)NC(=O)N1CCC(CC1)(C)C1=NOC(=N1)C1CC1